FC1=C(C2=C(C=C(C=C2C=C1)OCOC)B1OC(C(O1)(C)C)(C)C)C#C[Si](C(C)C)(C(C)C)C(C)C 2-[2-fluoro-6-(methoxymethoxy)-8-(4,4,5,5-tetramethyl-1,3,2-dioxaborolan-2-yl)naphthalen-1-yl]ethynyl-triisopropylsilane